C(C)OC(=O)C=1N=C(SC1)C1=C(C=CC=C1)OC 2-(2-methoxyphenyl)thiazole-4-carboxylic acid ethyl ester